2-[1-(cyclopropylmethyl)-1H-pyrrolo[2,3-b]pyridin-2-yl]-N-[(3R,4R)-4-[(2E)-4-(dimethylamino)but-2-enamido]pyrrolidin-3-yl]-1-methyl-1H-1,3-benzodiazole-5-carboxamide trihydrochloride Cl.Cl.Cl.C1(CC1)CN1C(=CC=2C1=NC=CC2)C2=NC1=C(N2C)C=CC(=C1)C(=O)N[C@@H]1CNC[C@H]1NC(\C=C\CN(C)C)=O